(S)-5-(4-(benzyloxy)phenyl)-3,4-dihydro-2H-pyrrole-2-carboxamide C(C1=CC=CC=C1)OC1=CC=C(C=C1)C=1CC[C@H](N1)C(=O)N